S1C=NC2=C1C=1C=CC(=CC1OC2)[C@H](C)C(=O)N[C@H]2N(C[C@@H](C2)O)C([C@H](C(C)(C)C)NC(CCCCCC(=O)O)=O)=O 7-(((S)-1-((2S,4R)-2-(((S)-1-(4H-chromeno[3,4-d]thiazol-7-yl)ethyl)formamido)-4-hydroxypyrrolidin-1-yl)-3,3-dimethyl-1-oxobutan-2-yl)amino)-7-oxoheptanoic acid